C(C)(=O)ONC(=N)C=1C=C(OC=2C(=C3C=CN(C3=CC2F)S(=O)(=O)C2=CC=CC=C2)CS(=O)(=O)CC(=O)OCC)C=CC1F Ethyl 2-(((5-(3-(N-acetoxycarbamimidoyl)-4-fluorophenoxy)-6-fluoro-1-(phenylsulfonyl)-1H-indol-4-yl)methyl)sulfonyl)acetate